FC(F)(F)OC(=O)N1CC=2C=CC=NC2CC1 (trifluoromethyl)-7,8-dihydro-1,6-naphthyridine-6(5H)-carboxylate